N-(3-(3,4-dihydroisoquinolin-2(1H)-yl)-2-hydroxypropyl)-6-phenylimidazo[1,2-a]pyridine-2-carboxamide C1N(CCC2=CC=CC=C12)CC(CNC(=O)C=1N=C2N(C=C(C=C2)C2=CC=CC=C2)C1)O